(3-fluoro-4-methylphenyl)-6-(3-(3-phenylpropionamido)-1-(3-phenylpropionyl)-1H-indazol-4-yl)-1-naphthamide FC=1C=C(C=CC1C)C1=C(C2=CC=C(C=C2C=C1)C1=C2C(=NN(C2=CC=C1)C(CCC1=CC=CC=C1)=O)NC(CCC1=CC=CC=C1)=O)C(=O)N